N-[3-fluoro-4-({7-[2-(3-hydroxypiperidin-1-yl)ethoxy]-6-methoxyquinolin-4-yl}oxy)phenyl]-5-(4-fluorophenyl)-6-oxo-2,3,5,6-tetrahydrofuro[3,2-c]pyridine-7-carboxamide FC=1C=C(C=CC1OC1=CC=NC2=CC(=C(C=C12)OC)OCCN1CC(CCC1)O)NC(=O)C1=C2C(=CN(C1=O)C1=CC=C(C=C1)F)CCO2